2,2-bis-hydroxymethylbutyric acid OCC(C(=O)O)(CC)CO